(4-((3-iodo-1-methyl-1H-pyrazolo[4,3-d]pyrimidin-7-yl)amino)piperidin-1-yl)ethan-1-one IC1=NN(C2=C1N=CN=C2NC2CCN(CC2)C(C)=O)C